[13C]-urea N[13C](=O)N